1,4-bis[(2-ethylhexyl)oxy]-1,4-dioxo-2-butanesulfonate C(C)C(COC(C(CC(=O)OCC(CCCC)CC)S(=O)(=O)[O-])=O)CCCC